O([C@@H]1[C@H](O)[C@@H](O)[C@H](O)[C@H](O1)CO)CC=C allyl α-d-glucopyranoside